FC=1C=C(C=C(C1)F)[C@@H]1CCC2=NN(C(N21)=O)C=2C=CC(=C(C#N)C2)F 5-[(5S)-5-(3,5-difluorophenyl)-3-oxo-6,7-dihydro-3H-pyrrolo[2,1-c][1,2,4]triazol-2(5H)-yl]-2-fluorobenzonitrile